(2,2,3,3,4,4,5,5,6,6,7,7,7-tridecafluoroheptyl)oxirane FC(CC1OC1)(C(C(C(C(C(F)(F)F)(F)F)(F)F)(F)F)(F)F)F